ClC=1C(=NC(=NC1)N1C[C@H]([C@H](C1)F)F)NC1=CC2=C(N(C(N2CCC(C)(C)O)=O)C)C=C1 5-((5-chloro-2-((3R,4S)-3,4-difluoropyrrolidin-1-yl)pyrimidin-4-yl)amino)-3-(3-hydroxy-3-methylbutyl)-1-methyl-1,3-dihydro-2H-benzo[d]imidazol-2-one